(2-methoxyethyl)cyclohexane-1-carboxamide COCCC1(CCCCC1)C(=O)N